C(C)OC=CC1=CC(=C(C(=C1)F)C1C(NC(CC1)=O)=O)F 3-(4-(2-ethoxyvinyl)-2,6-difluorophenyl)piperidine-2,6-dione